NC1=C([N+](=CC2=C(C=CC=C12)Br)[O-])C(NCCC)=O 4-amino-8-bromo-3-(propylcarbamoyl)isoquinoline-2-oxide